CC(C)(C)OC(=O)NC1=CC(=CC=C1)Br N-(tert-Butoxycarbonyl)-3-bromoaniline